(E)-2-((hydroxyimino)methyl)-4-(isopropylthio)-1-methylpyridin-1-ium iodide [I-].O\N=C\C1=[N+](C=CC(=C1)SC(C)C)C